BrC=1C(=NC=NC1C1CCCCC1)C1CCCCC1 5-bromo-4,6-dicyclohexylpyrimidine